ClC=1C=C(C=NC1)CCC(=O)NC1=CC=C(C=C1)C=1N=CNC1 [(5-chloro-3-pyridyl)methyl]-N-[4-(1H-imidazol-4-yl)phenyl]acetamide